(3R)-N-[(2S)-3-(4-bromo-2-chlorophenyl)-2-(dimethylamino)propyl]-5-methyl-3-phenylhexanamide BrC1=CC(=C(C=C1)C[C@@H](CNC(C[C@@H](CC(C)C)C1=CC=CC=C1)=O)N(C)C)Cl